rac-N-{[4-(3-methyl-1,2-thiazol-4-yl)-2,5-dioxoimidazolidin-4-yl]methyl}-4'-(trifluoromethyl)[biphenyl]-2-carboxamide CC1=NSC=C1[C@@]1(NC(NC1=O)=O)CNC(=O)C=1C(=CC=CC1)C1=CC=C(C=C1)C(F)(F)F |r|